BrC=1C2=CN(N=C2C=CC1)COCC[Si](C)(C)C 4-bromo-2-((2-(trimethylsilyl)ethoxy)methyl)-2H-indazol